1-(8-Fluoro-6-(3-(2-methylpyridin-4-yl)imidazo[1,2-a]pyrimidin-2-yl)-2,3-dihydro-4H-benzo[b][1,4]oxazin-4-yl)ethan-1-one FC1=CC(=CC2=C1OCCN2C(C)=O)C=2N=C1N(C=CC=N1)C2C2=CC(=NC=C2)C